C(COCCNC(CCl)=O)OCCNC(CCl)=O N,N'-((ethane-1,2-diylbis(oxy))bis(ethane-2,1-diyl))bis(2-chloroacetamide)